1-(3-bromophenyl)dihydropyrimidine-2,4(1H,3H)-dione BrC=1C=C(C=CC1)N1C(NC(CC1)=O)=O